C(C)(C)N(C1=CC2=C(C(=N1)CNC)CN(C2=O)C2=CC=CC(=N2)C2=NN=CN2C2=CC=C(C#N)C=C2)C 4-(3-(6-(6-(isopropyl(methyl)amino)-4-((methylamino)methyl)-1-oxo-1,3-dihydro-2H-pyrrolo[3,4-c]pyridin-2-yl)pyridin-2-yl)-4H-1,2,4-Triazol-4-yl)benzonitrile